2-[[5,6-bis(4-hydroxyphenyl)-1,2,4-triazin-3-yl]sulfanyl]-N-methyl-propanamide OC1=CC=C(C=C1)C=1N=C(N=NC1C1=CC=C(C=C1)O)SC(C(=O)NC)C